CC1(N(C(CC(C1)=O)(C)C)SC1=CC=C(C=C1)C)C 2,2,6,6-tetramethyl-1-(4-methylphenylsulfanyl)piperidin-4-one